C(=O)(O)[C@H](CCC(=O)N[C@H](C(=O)O)CCC(=O)O)NC(=O)C1=NC=C(C=C1)NC(CC1=C(N=C(NC1=O)N)N)=O (2S)-2-[(4S)-4-carboxy-4-({5-[2-(2,4-diamino-6-oxo-1,6-dihydropyrimidin-5-yl)acetamido]pyridin-2-yl}formamido)butanamido]-pentanedioic acid